C(=O)O.FC1=C(C=C(C=C1)F)[C@@H]1N(CCC1)C1=NC=2N(C=C1)N=CC2C#CCCCCCCCCN2CCC(CC2)C2=CC=C(NC1C(NC(CC1)=O)=O)C=C2 3-[4-[1-[10-[5-[(2R)-2-(2,5-difluorophenyl)pyrrolidin-1-yl]pyrazolo[1,5-a]pyrimidin-3-yl]dec-9-ynyl]-4-piperidyl]anilino]piperidine-2,6-dione formate